(S)-N-(3-(3-chloro-2-methylphenyl)pyrrolidin-3-yl)-6-fluoroquinolin-2-amine ClC=1C(=C(C=CC1)[C@@]1(CNCC1)NC1=NC2=CC=C(C=C2C=C1)F)C